O=C1N(CC=2C3=C(C=CC12)OC1(CC3)CCNCC1)[C@@H]1C(NC(CC1)=O)=O (S)-3-(3'-oxo-1',3',8',9'-tetrahydro-2'H-spiro[piperidine-4,7'-pyrano[3,2-e]isoindol]-2'-yl)piperidine-2,6-dione